C(CCC)N(C(=O)NC1=CC=C(C=C1)C1=CC(=CC=C1)OC)CC1=CC=C(C=C1)C(=O)NN 1-butyl-1-(4-(hydrazinecarbonyl)benzyl)-3-(3'-methoxy-[1,1'-biphenyl]-4-yl)urea